N-[4-(2-fluorophenoxy)-6-(2-isopropylphenyl)pyrimidin-2-yl]-2-methoxy-benzenesulfonamide FC1=C(OC2=NC(=NC(=C2)C2=C(C=CC=C2)C(C)C)NS(=O)(=O)C2=C(C=CC=C2)OC)C=CC=C1